tert-butyl 4-[[3-[4-[2-[(3S)-2,6-dioxo-3-piperidyl]-1-oxo-isoindolin-5-yl]piperazin-1-yl]azetidin-1-yl]methyl]piperidine-1-carboxylate O=C1NC(CC[C@@H]1N1C(C2=CC=C(C=C2C1)N1CCN(CC1)C1CN(C1)CC1CCN(CC1)C(=O)OC(C)(C)C)=O)=O